2-((6-chloro-2,3-dihydrobenzofuran-3-yl)amino)pyrimidine-5-carboxylic acid ClC1=CC2=C(C(CO2)NC2=NC=C(C=N2)C(=O)O)C=C1